(19R)-3-cyclobutyl-16-fluoro-10,19-dimethyl-5,20-dioxa-4,10,11,23-tetraazapentacyclo[19.3.1.02,6.08,12.013,18]pentacosa-1(24),2(6),3,8,11,13,15,17,21(25),22-decaen-22-amine C1(CCC1)C=1C=2C3=CN=C(C(O[C@@H](C4=CC(=CC=C4C4=NN(C=C4CC2ON1)C)F)C)=C3)N